Methyl 2-(6-bromo-7-fluoro-1H-indol-2-yl)-7-methoxy-1-methyl-benzimidazole-5-carboxylate BrC1=CC=C2C=C(NC2=C1F)C1=NC2=C(N1C)C(=CC(=C2)C(=O)OC)OC